N(=C=O)C1=CC(=CC=C1)CN=C=O 1-isocyanato-3-(isocyanatomethyl)-benzene